C1(=CC=CC=C1)C1=NOC(=C1)C=1C=C(C=CC1)C(C)=O 1-(3-(3-phenylisoxazol-5-yl)phenyl)ethan-1-one